(Z)-N-ethoxy-2-phenylpropanimidoyl cyanide C(C)O\N=C(\C(C)C1=CC=CC=C1)/C#N